C(C)(C)(C)C1=NC(OC1)=O tert-butyloxazolinone